2-(1H-tetrazol-5-yl)ethyl 2-((3-(4-butylbenzyl)-1,2,4-oxadiazol-5-yl)methyl)acrylate C(CCC)C1=CC=C(CC2=NOC(=N2)CC(C(=O)OCCC2=NN=NN2)=C)C=C1